The molecule is the (S)-enantiomer of 15-HPETE. It has a role as a mouse metabolite. It derives from an icosa-5,8,11,13-tetraenoic acid. It is a conjugate acid of a 15(S)-HPETE(1-). It is an enantiomer of a 15(R)-HPETE. CCCCC[C@@H](/C=C/C=C\\C/C=C\\C/C=C\\CCCC(=O)O)OO